C(C=C)(=O)N1CCN(CC1)C1=C(C(N(C2=NC(=C(C=C12)Cl)C1=C(C=CC=C1F)N)C=1C(=NC=CC1C)C(C)C)=O)C#N 4-(4-acryloylpiperazin-1-yl)-7-(2-amino-6-fluorophenyl)-6-chloro-1-(2-isopropyl-4-methyl-pyridin-3-yl)-2-oxo-1,2-dihydro-1,8-naphthyridine-3-carbonitrile